E-11-TETRADECEN-1-YL ACETATE C(C)(=O)OCCCCCCCCCC\C=C\CC